N-(4-(1-((2,3-dihydrobenzo[b][1,4]dioxin-2-yl)methyl)-1H-1,2,3-triazol-4-yl)-3,5-difluorophenyl)-2-(2-fluoro-3-(trifluoromethyl)phenyl)acetamide O1C2=C(OCC1CN1N=NC(=C1)C1=C(C=C(C=C1F)NC(CC1=C(C(=CC=C1)C(F)(F)F)F)=O)F)C=CC=C2